CC1=C(C=CC=C1C)C1CCN(CC1)C(CN1N=C(C2=C1CCC2)C(=O)N2C[C@H](CC2)O)=O (S)-1-(4-(2,3-dimethylphenyl)piperidin-1-yl)-2-(3-(3-hydroxypyrrolidine-1-carbonyl)-5,6-dihydrocyclopenta[c]pyrazol-1(4H)-yl)ethan-1-one